COC=1C=C2C(=NC=NC2=CC1OC)N1CCC(CC1)CCP(O)(O)=O P-[2-[1-(6,7-dimethoxy-4-quinazolinyl)-4-piperidinyl]ethyl]-phosphonic acid